tert-Butyl 3-((4-(1-(5-cyano-6-methoxypyridin-3-yl)-4,5,7,8-tetrahydro-1H-oxepino[4,5-c]pyrazol-3-yl)-1H-pyrazol-1-yl)methyl)pyrrolidine-1-carboxylate C(#N)C=1C=C(C=NC1OC)N1N=C(C2=C1CCOCC2)C=2C=NN(C2)CC2CN(CC2)C(=O)OC(C)(C)C